5-Tert-Butyl 1-Ethyl 3-[(2-ethoxy-5-fluoropyrimidin-4-yl)amino]-6,6-dimethyl-4,6-dihydropyrrolo[3,4-c]pyrazole-1,5-dicarboxylate C(C)OC1=NC=C(C(=N1)NC=1C2=C(N(N1)C(=O)OCC)C(N(C2)C(=O)OC(C)(C)C)(C)C)F